BrC=1SC(=CN1)C=1N=NN(N1)C1=C(C=CC=C1)OC 2-bromo-5-(2-(2-methoxyphenyl)-2H-tetrazol-5-yl)thiazole